N-[(2,6-dimethoxyphenyl)methyl]-5-(trifluoromethyl)-7H-pyrrolo[2,3-D]pyrimidin-4-amine COC1=C(C(=CC=C1)OC)CNC=1C2=C(N=CN1)NC=C2C(F)(F)F